(4-chlorophenyl)(morpholino)methanone ClC1=CC=C(C=C1)C(=O)N1CCOCC1